5-hydroxy-1H-quinolin-4-one OC1=C2C(C=CNC2=CC=C1)=O